NC1=NC=C(C(=C1)N1C[C@H](CCC1)NC(OC(C)(C)C)=O)C=1C=NN(C1)C tert-Butyl (S)-(1-(2-amino-5-(1-methyl-1H-pyrazol-4-yl)pyridin-4-yl)piperidin-3-yl)carbamate